4-(4-aminophenoxy)-3-methylbenzenamine NC1=CC=C(OC2=C(C=C(C=C2)N)C)C=C1